3-(Pyridin-4-ylmethyl)morpholine (1R,2S,3S,5S)-methyl-8-(3-fluoropropyl)-3-[4-(trimethylstannyl)-phenyl]-8-azabicyclo[3.2.1]octane-2-carboxylate COC(=O)[C@@H]1[C@H]2CC[C@@H](C[C@@H]1C1=CC=C(C=C1)[Sn](C)(C)C)N2CCCF.N2=CC=C(C=C2)CC2NCCOC2